ClC=1C(=C(C=CC1)C[C@@H]1N(CC([C@@H]1NS(=O)(=O)CC)(F)F)C(=O)C1CC(C1)F)F N-{(2S,3R)-2-[(3-chloro-2-fluorophenyl)methyl]-4,4-difluoro-1-[(1r,3S)-3-fluorocyclobutane-1-carbonyl]pyrrolidin-3-yl}ethanesulfonamide